[Cr](=O)(=O)([O-])O[Cr](=O)(=O)[O-].[K+].[Zn+2] zinc-potassium dichromate